Cl.NC1CCC(CC1)(C(=O)O)C (1r,4r)-4-amino-1-methylcyclohexanoic acid hydrochloride